6-(6-((dimethylamino)methyl)imidazo[1,2-a]pyridine-3-carbonyl)-N-(3-(trifluoromethyl)phenyl)-4,5,6,7-tetrahydrothieno[2,3-c]pyridine-3-carboxamide CN(C)CC=1C=CC=2N(C1)C(=CN2)C(=O)N2CC1=C(CC2)C(=CS1)C(=O)NC1=CC(=CC=C1)C(F)(F)F